C(C)(=O)OC1=CC=2CNCCC2S1 4,5,6,7-tetrahydrothieno[3,2-c]Pyridine-2-yl acetate